SC(COC1=CC=C(C=C1)CC1=CC=C(C=C1)OCC(CC)S)CC bis(4-(2-mercaptobutoxy)phenyl)methane